C1(CCCCC1)C1=C(C(=C(C=C1C)OCCCCCCCCCCCP(=O)(OOCC)OOCC)F)F.[S].[Pd] palladium sulfur 4-Cyclohexyl-1-(11-diethoxyphosphono-undecoxy)-2,3-difluoro-5-methyl-benzene